C(=O)NC1=C(N=CS1)C(=O)N 5-formamido-thiazole-4-carboxamide